ClC1=C(C=C(C=C1)Cl)C1=NC(=NC=C1)C(=O)O 4-(2,5-dichlorophenyl)pyrimidine-2-carboxylic acid